(R)-6-chloro-1-(1-methylcyclobutyl)-7-(2-(((3-methylpyridin-2-yl)oxy)methyl)pyrrolidin-1-yl)-4-oxo-1,4-dihydroquinoline-3-carboxylic acid ClC=1C=C2C(C(=CN(C2=CC1N1[C@H](CCC1)COC1=NC=CC=C1C)C1(CCC1)C)C(=O)O)=O